C1(CC1)C1=C2C(=NC(=C1)C(=O)N1[C@@H](C3=CC=CC=C3CC1)C)N=C(N2C)C2=C(C=C(C=C2)[C@H]2[C@@H](C2)C(=O)OCC)F Ethyl (trans)-2-(4-(7-cyclopropyl-1-methyl-5-((R)-1-methyl-1,2,3,4-tetrahydroisoquinoline-2-carbonyl)-1H-imidazo[4,5-b]pyridin-2-yl)-3-fluorophenyl)cyclopropane-1-carboxylate